tri-tert-butyl (4S,11S,15S)-1-[3-(4-aminophenyl)-1H-pyrazol-1-yl]-4-[(naphthalen-2-yl)methyl]-2,5,13-trioxo-3,6,12,14-tetraazaheptadecane-11,15,17-tricarboxylate NC1=CC=C(C=C1)C1=NN(C=C1)CC(N[C@H](C(NCCCC[C@H](NC(N[C@@H](CCC(=O)OC(C)(C)C)C(=O)OC(C)(C)C)=O)C(=O)OC(C)(C)C)=O)CC1=CC2=CC=CC=C2C=C1)=O